5-(3-(1-methyl-1H-pyrazol-4-yl)pyridin-4-yl)-3-methylenedihydrofuran-2(3H)-one CN1N=CC(=C1)C=1C=NC=CC1C1CC(C(O1)=O)=C